C(C1=CC=CC=C1)OC1=C(C=CC(=C1F)F)[C@H]1[C@@H](O[C@]([C@H]1C)(C(F)(F)F)C)C(=O)NC1=CC(=NC=C1)C(=O)OC methyl 4-((2R,3S,4S,5R)-3-(2-(benzyloxy)-3,4-difluorophenyl)-4,5-dimethyl-5-(trifluoromethyl)tetrahydrofuran-2-carboxamido)picolinate